(tetrahydro-2H-pyran-4-yl)pyrrolidine-2,4-dicarboxamide O1CCC(CC1)N1C(CC(C1)C(=O)N)C(=O)N